ClC1=C(C(=O)NC2=C3C=NN(C3=CC=C2)C2=CC=C(C=C2)OCC)C=C(C=C1)CNC(C(C)(C)C)=O 2-Chloro-5-{[(2,2-dimethylpropionyl)amino]methyl}-N-[1-(4-ethoxyphenyl)-1H-indazol-4-yl]benzamide